ClC1=NC(=CC(=N1)N1[C@@H](COCC1)C)C(C)(C)S(=O)(=O)C (3R)-4-[2-chloro-6-(2-methanesulfonylpropan-2-yl)pyrimidin-4-yl]-3-methylmorpholine